C(C)(C)(C)NS(=O)(=O)C1=C(C=CC(=C1)C=1C=NC=CC1)C1=CN=C(S1)[C@@H]1CC[C@H](CC1)NC(OC(C)C)=O isopropyl (trans-4-(5-(2-(N-(tert-butyl)sulfamoyl)-4-(pyridin-3-yl)phenyl)thiazol-2-yl)cyclohexyl)carbamate